FC(C(=O)O)(F)F.CC=1C(=NON1)C(=O)N[C@@H](C1CCC(CC1)C(F)(F)F)C=1N=C2N(N=CC(=N2)C2NCCOC2)C1 4-Methyl-N-{(S)-[3-(morpholin-3-yl)imidazo[1,2-b][1,2,4]triazin-6-yl][4-(trifluoro-methyl)cyclohexyl]methyl}-1,2,5-oxadiazole-3-carboxamide trifluoroacetic acid salt